5-(3-bromo-benzyloxy)-2-cyclopentyl-2,3-dihydro-isoindol-1-one BrC=1C=C(COC=2C=C3CN(C(C3=CC2)=O)C2CCCC2)C=CC1